C(C)OC1=NN=C(S1)COC1=CC=CC(=N1)C1=CC(=C(CC2=NC3=C(N2C[C@H]2OCC2)C=C(C=C3F)C(=O)O)C=C1F)F (S)-2-(4-(6-((5-ethoxy-1,3,4-thiadiazol-2-yl)methoxy)pyridin-2-yl)-2,5-difluorobenzyl)-4-fluoro-1-(oxetan-2-ylmethyl)-1H-benzo[d]imidazole-6-carboxylic acid